COCCOCCC(=O)NC1=CNC2=CC=C(C=C12)C=1C=NN(C1)C1=CC=C(C=C1)C(F)(F)F 3-(2-methoxyethoxy)-N-(5-{1-[4-(trifluoromethyl)phenyl]-1H-pyrazol-4-yl}-1H-indol-3-yl)propanamide